N-hydroxy-3-((2-(2-ethyl-4,5-dihydro-1H-imidazol-1-yl)ethyl)amino)-propanamide ONC(CCNCCN1C(=NCC1)CC)=O